(R)-3,3,3-trifluoro-2-hydroxyl-2-Methyl-1-(7-(3-methyl-1H-pyrrolo[2,3-b]pyridin-5-yl)-5-((S)-pyrrolidin-2-yl)-3,4-Dihydroisoquinolin-2(1H)-yl)propan-1-one FC([C@](C(=O)N1CC2=CC(=CC(=C2CC1)[C@H]1NCCC1)C=1C=C2C(=NC1)NC=C2C)(C)O)(F)F